BrC=1C=NC(=NC1)OC1=CC=C(C=C1)C(C)(C)C1=CC=C(C=C1)OC1CC(C1)NC(OC(C)(C)C)=O tert-butyl ((1r,3r)-3-(4-(2-(4-((5-bromopyrimidin-2-yl)oxy)phenyl)propan-2-yl)benzeneOxy)cyclobutyl)carbamate